C(N)(=O)C1=CN(C=CC1)[C@@H]1OC([C@@H]2[C@H]1OC(O2)(C)C)COP(=O)(OC2=CC=CC=C2)N[C@@H](C)C(=O)OC(C)C isopropyl ((((3aR,6R,6aR)-6-(3-carbamoylpyridin-1(4H)-yl)-2,2-dimethyltetrahydrofuro[3,4-d][1,3]dioxol-4-yl)methoxy)(phenoxy)phosphoryl)-L-alaninate